C(C=C)(=O)N1C(C(N(C(C1([2H])[2H])([2H])[2H])C1=NC(N2C3=C(C(=C(C=C13)C(F)(F)F)C1=C(C=C(C=C1)F)F)SCC1(C2)COC1)=O)([2H])[2H])([2H])[2H] 8'-(4-Acryloylpiperazin-1-yl-2,2,3,3,5,5,6,6-d8)-11'-(2,4-difluorophenyl)-10'-(trifluoromethyl)-2'H,4'H,6'H-spiro[oxetane-3,3'-[1,4]thiazepino[2,3,4-ij]quinazolin]-6'-one